P(=O)([O-])(O)O.S(=O)(O)OS(=O)O.[Na+] sodium disulfite phosphate